OCCSC1=C(C=CC=C1)SCCO 2-[2-(2-Hydroxyethylthio)phenyl]thioethanol